OC=1C=C(C=CC1)C(C(=O)OCC)C1=CC=CC=C1 ethyl 2-(3-hydroxyphenyl)-2-phenylacetate